C(\C=C\CC\C=C/CC)=O (2e,6z)-non-2,6-dienal